OC1=C(C(=O)O)C(=CC(=C1)C)O 2,6-dihydroxy-4-methylbenzoic acid